2-(2-methylphenyl)quinoxaline tert-Butyl-(1R,4R)-5-[[4-(3-cyanophenyl)-5-(2,6-dimethyl-4-pyridyl)thiazol-2-yl]carbamoyl]-2,5-diazabicyclo[2.2.2]octane-2-carboxylate C(C)(C)(C)OC(=O)N1[C@H]2CN([C@@H](C1)CC2)C(NC=2SC(=C(N2)C2=CC(=CC=C2)C#N)C2=CC(=NC(=C2)C)C)=O.CC2=C(C=CC=C2)C2=NC1=CC=CC=C1N=C2